BrC1C(=CC=2N(C1=O)C1=C(N2)C=CC=C1)CC 2-Bromo-3-ethyl-1-oxobenzo[4,5]imidazo[1,2-a]pyridin